C1(CCC1)N1C[C@H](CC=2C1=NC=C(N2)C(=O)NCC2=NC=CC(=C2)NS(=O)(=O)C2CC2)C (S)-5-cyclobutyl-N-((4-(cyclopropanesulphonylamino)pyridin-2-yl)methyl)-7-methyl-5,6,7,8-tetrahydropyrido[2,3-b]pyrazine-2-carboxamide